5-(benzyloxy)-2-chloro-N-([4-[1-methyl-4-(trifluoromethyl)-1H-imidazol-2-yl]phenyl]methyl)pyrimidin-4-amine C(C1=CC=CC=C1)OC=1C(=NC(=NC1)Cl)NCC1=CC=C(C=C1)C=1N(C=C(N1)C(F)(F)F)C